((S)-9-ethyl-4,5-difluoro-9-hydroxy-10,13-dioxo-2,3,9,10,13,15-hexahydro-1H,12H-benzo[de]pyrano[3',4':6,7]indolizino[1,2-b]quinolin-1-yl)acetamide C(C)C1(C(OCC=2C(N3CC=4C(=NC=5C=C(C(=C6C5C4[C@@H](CC6)CC(=O)N)F)F)C3=CC21)=O)=O)O